FC1=C(C=CC(=C1)F)C=1C=C(C=NC1)C(=O)N1C2=C(OCC1)C=CC=C2 (5-(2,4-difluorophenyl)pyridin-3-yl)(2,3-dihydro-4H-benzo[b][1,4]oxazin-4-yl)methanone